NC1=C(C(=O)NC(C)C)C=C(C=N1)C1=C(C=C(C=C1)NC(C(O)C1=CC(=CC(=C1)F)F)=O)OC(F)(F)F 2-amino-5-(4-(2-(3,5-difluorophenyl)-2-hydroxyacetamido)-2-(trifluoromethoxy)phenyl)-N-isopropylnicotinamide